CC(=O)N[C@@H]1[C@H]([C@@H]([C@H](O[C@H]1OC)CO)O[C@H]2[C@@H]([C@H]([C@H]([C@H](O2)CO)O)O[C@H]3[C@@H]([C@H]([C@@H]([C@H](O3)CO)O[C@H]4[C@@H]([C@H]([C@H]([C@H](O4)CO)O)O[C@H]5[C@@H]([C@H]([C@@H]([C@H](O5)CO)O[C@H]6[C@@H]([C@H]([C@H]([C@H](O6)CO)O)O)O)O)NC(=O)C)O)O)NC(=O)C)O)O The molecule is a methyl glycoside derived from a hexasaccharide consisting of three units N-acetyllactosamine coupled in a linear sequence by beta-(1->3') linkages. It is a methyl glycoside, a hexasaccharide derivative and a glucosamine oligosaccharide.